N1=C(C=CC=C1)SSCCCC(=O)O 4-(2-pyridyldithio)-butyric acid